C(#N)[C@@H](C[C@@H]1C(NCC1)=O)NC(=O)[C@@H]1[C@@H]2C([C@@H]2CN1C(=O)C1(C2=CC=CC=C2C=2C=CC=CC12)O)(C)C (1S,2S,5R)-N-((R)-1-cyano-2-((R)-2-oxopyrrolidin-3-yl)ethyl)-3-(9-hydroxy-9H-fluorene-9-carbonyl)-6,6-dimethyl-3-azabicyclo[3.1.0]hexane-2-carboxamide